2,4-dihydroxybenzoic acid-N-(4-hydroxy-3-methoxybenzyl)amide-mono-sodium salt [Na].OC1=C(C=C(CNC(C2=C(C=C(C=C2)O)O)=O)C=C1)OC